C1(=C(C(=CC(=C1)C)C)P(C1=C(C=C(C=C1C)C)C)C1=C(C=C(C=C1C)C)C)C tri(mesityl)phosphin